[(R)-4-(6-Amino-pyridin-3-yl)-piperazin-2-yl]-methanol dihydrochloride Cl.Cl.NC1=CC=C(C=N1)N1C[C@@H](NCC1)CO